FC(C)(F)C=1N=C2N(C=C(C(=C2)OC(C)C)C(=O)O)C1 2-(1,1-difluoroethyl)-7-isopropoxylimidazo[1,2-a]pyridine-6-carboxylic acid